FC(OC1=CC(=C(C=C1F)NS(=O)(=O)C1=CNC(=C1)C1=CC=NS1)F)F N-[4-(difluoromethoxy)-2,5-difluorophenyl]-5-(1,2-thiazol-5-yl)-1H-pyrrole-3-sulfonamide